Benzyl (chlorosulfonyl)carbamate ClS(=O)(=O)NC(OCC1=CC=CC=C1)=O